boron-silicon-palladium-indium [In].[Pd].[Si].[B]